Propane-2-sulfonic acid {2-[6-amino-8-(6-iodo-benzo[1,3]dioxol-5-ylsulfanyl)-purin-9-yl]-ethyl}-amide NC1=C2N=C(N(C2=NC=N1)CCNS(=O)(=O)C(C)C)SC1=CC2=C(OCO2)C=C1I